COC1=CC=C(C=C1)C1=NC2=CC=CC=C2C(=C1)NCCCN1CCC(CC1)CO (1-(3-((2-(4-Methoxyphenyl)quinolin-4-yl)amino)propyl)piperidin-4-yl)methanol